3-(4-cyanobenzoyl)-5,7-dipropyloxycoumarin C(#N)C1=CC=C(C(=O)C=2C(OC3=CC(=CC(=C3C2)OCCC)OCCC)=O)C=C1